Isophthalimide C1(C2=CC(C(N1)=O)=CC=C2)=O